CC1=C(C(=C(C=O)C(=C1)C)OC)C=O 4,6-dimethyl-2-methoxyisophthalaldehyde